2-cyclopropyl-5-fluoropyridin C1(CC1)C1=NC=C(C=C1)F